2-(biphenyl-4-yl)-6-(phenanthren-9-yl)-4-(4-pyridin-3-yl-phenyl)-benzoxazole C1(=CC=C(C=C1)C=1OC2=C(N1)C(=CC(=C2)C=2C1=CC=CC=C1C=1C=CC=CC1C2)C2=CC=C(C=C2)C=2C=NC=CC2)C2=CC=CC=C2